C(C1=CC=CC=C1)OC1=NC(=CC=C1C1=NN(C2=CC(=CC=C12)N1CC(C1)CO)C)OCC1=CC=CC=C1 (1-(3-(2,6-bis(benzyloxy)pyridin-3-yl)-1-methyl-1H-indazol-6-yl)azetidin-3-yl)methanol